C(C)OC(=O)[C@]12CCC(N2CC(C1)=CF)=O.F\C=C/1\C[C@@]2(CCC(N2C1)=O)C(=O)OCC ethyl (S,Z)-2-(fluoromethylene)-5-oxotetrahydro-1H-pyrrolizine-7a(5H)-carboxylate Ethyl-(S)-2-(fluoromethylene)-5-oxotetrahydro-1H-pyrrolizine-7a(5H)-carboxylate